3-{[(6-chloropyrazin-2-yl)amino]methyl}-N-[(1s,2s)-1,3-dihydroxy-1-phenylpropan-2-yl]-4-methylbenzamide ClC1=CN=CC(=N1)NCC=1C=C(C(=O)N[C@H]([C@H](C2=CC=CC=C2)O)CO)C=CC1C